benzyl 3-[3-[7-(difluoromethyl)-6-(1-methylpyrazol-4-yl)-3,4-dihydro-2H-quinolin-1-yl]-4,5,6,7-tetrahydropyrazolo[4,3-c]pyridin-1-yl]azetidine-1-carboxylate FC(C1=C(C=C2CCCN(C2=C1)C1=NN(C2=C1CNCC2)C2CN(C2)C(=O)OCC2=CC=CC=C2)C=2C=NN(C2)C)F